FCCCCC=1CC(=C(CC1C)OC)OC 2-(4-fluorobutyl)-5,6-dimethoxy-3-methylcyclohexa-2,5-diene